C(C)OP(=S)(OCC)[NH-] diethoxythiophosphoryl-amide